trismercaptomethane SC(S)S